dixylenol diacrylate C(C=C)(=O)O.C(C=C)(=O)O.C1(C(C=CC=C1)C)(C)O.C1(C(C=CC=C1)C)(C)O